1-(2-methyl-5-nitro-3-(trifluoromethyl)phenyl)ethan-1-one CC1=C(C=C(C=C1C(F)(F)F)[N+](=O)[O-])C(C)=O